ClC=1C=C(C=C(C1)Cl)C1=NC(=CC(=N1)OC=1C=CC(=NC1)N1CCN(CC1)C(=O)OC(C)(C)C)CO tert-Butyl 4-(5-((2-(3,5-dichlorophenyl)-6-(hydroxymethyl)pyrimidin-4-yl)oxy)pyridine-2-yl)piperazine-1-carboxylate